(2R,3S,5R)-5-chloromethyl-2,3-dihydroxytetrahydrofuran ClC[C@H]1C[C@@H]([C@@H](O1)O)O